[C@H]12CN(C[C@H](CC1)N2)C=2C1=C(N=C(N2)OCC23N(CC4=CC=CC=C24)CCC3)C(=C(N=C1)C1=CC(=CC3=CC=CC(=C13)C#C)O)F 4-(4-((1R,5S)-3,8-diazabicyclo-[3.2.1]octan-3-yl)-2-((2,3-dihydro-1H-pyrrolo[2,1-a]-isoindol-9b(5H)-yl)methoxy)-8-fluoropyrido[4,3-d]pyrimidin-7-yl)-5-ethynylnaphthalen-2-ol